NC1CCC(CC1)N1C[C@H]2N(C=3C(=NN=C(C3)C3=C(C=CC=C3)O)NC2)CC1 (S)-2-(8-(4-aminocyclohexyl)-6,6a,7,8,9,10-hexahydro-5H-pyrazino[1',2':4,5]pyrazino[2,3-c]pyridazin-2-yl)phenol